N-((3-chloroanilino)ethyl)benzoxazolone ClC=1C=C(NCCN2C(OC3=C2C=CC=C3)=O)C=CC1